CC(C(=O)OCN(S(=O)(=O)C(F)(F)F)C1=C(C=C(C(=C1)C1=NO[C@H]2[C@@H]1CCC2)C)C)(C)C [[2,4-dimethyl-5-[(3aR,6aR)-3a,5,6,6a-tetrahydro-4H-cyclopent[d]isoxazol-3-yl]phenyl][(trifluoromethyl)sulfonyl]amino]methyl 2,2-dimethylpropanoate